FC(C1=CC=C(C=N1)OC=1C(=NC=CC1)C=1CC=NCC1)(F)F 3-((6-(trifluoromethyl)pyridin-3-yl)oxy)-3',6'-dihydro-[2,4'-bipyridin]